(2-Chloro-4-phenoxyphenyl)(4-(((1r,4r)-4-(hydroxymethyl)cyclohexyl)amino)-7H-pyrrolo[2,3-c]pyridazin-5-yl)methanone ClC1=C(C=CC(=C1)OC1=CC=CC=C1)C(=O)C1=CNC=2N=NC=C(C21)NC2CCC(CC2)CO